N[C@@H](CCC(=O)O)C(=O)N[C@@H](CC(C)C)C(=O)O Glutamyl-L-Leucine